tert-Butyl (s)-2-((4-methyl-3-((1-(7-(4,4,5,5-tetramethyl-1,3,2-dioxaborolan-2-yl)quinolin-5-yl)cyclopropyl)carbamoyl) phenoxy) methyl)azetidine-1-carboxylate CC1=C(C=C(OC[C@H]2N(CC2)C(=O)OC(C)(C)C)C=C1)C(NC1(CC1)C1=C2C=CC=NC2=CC(=C1)B1OC(C(O1)(C)C)(C)C)=O